(2S,4R)-4-fluoro-1-[2-(2-methyl-1,3-thiazol-5-yl)acetyl]-N-[(S)-phenyl[4-(propan-2-yl)phenyl]methyl]pyrrolidine-2-carboxamide F[C@@H]1C[C@H](N(C1)C(CC1=CN=C(S1)C)=O)C(=O)N[C@H](C1=CC=C(C=C1)C(C)C)C1=CC=CC=C1